N[C@H]1[C@@H]2[C@H]([C@@H]2CC1)C(=O)OCC |o1:1| rel-ethyl (1S,5R,6S)-2-aminobicyclo[3.1.0]hexane-6-carboxylate